ClC=1C(=NC(=NC1)NC1CCOCC1)C1=CC=C2CN(C(C2=C1)=O)CC(=O)N1CC2C(C1)CCC2 6-{5-chloro-2-[(oxan-4-yl)amino]pyrimidin-4-yl}-2-(2-{octahydrocyclopenta[c]pyrrol-2-yl}-2-oxoethyl)-2,3-dihydro-1H-isoindol-1-one